ClCCN(C1=CC=C(C=C1)CCCC(=O)O)CCCl 4-(4-(bis(2-chloroethyl)amino)phenyl)butanoic acid